CC1C=C(CN(C1)CC1(COC1)O)C=1C=NC=C(C1)C 3-((5,5'-dimethyl-5,6-dihydro-[3,3'-bipyridin]-1(2H)-yl)methyl)oxetan-3-ol